C1(=CC=CC=C1)N1N=CC=2C1=NC=NC2NC=2N=CN(C2)C2=CC(=C(C(=C2)OC)OC)OC 1-phenyl-N-(1-(3,4,5-trimethoxyphenyl)-1H-imidazol-4-yl)-1H-pyrazolo[3,4-d]pyrimidin-4-amine